(1-methylpyrrole-2-yl)methylamine CN1C(=CC=C1)CN